N-Methyl-2-pyridinecarboxaMide 1-Oxide CNC(=O)C=1[N+](=CC=CC1)[O-]